N1=C(C(=NC2=C1C=1N=C(C(=NC1C1=C2N=C(C(=N1)C#N)C#N)C#N)C#N)C#N)C#N bispyrazino[2,3-f:2',3'-h]quinoxaline-2,3,6,7,10,11-hexa-carbonitrile